C(C)C=1C(C(CCC1)(C)C)C(=O)[O-] 2-ethyl-6,6-dimethylcyclohex-2-enecarboxylate